5-bromo-2-(oxan-2-yl)pyrazolo[4,3-d][1,3]thiazole BrC=1SC=2C(N1)=CN(N2)C2OCCCC2